4-{[2-({4-[13-cyano-4,15-difluoro-9-oxo-8-(propan-2-yl)-6,8,10-triazatricyclo[9.4.0.02,7]pentadeca-1(15),2(7),3,5,11,13-hexaen-10-yl]-3,5-difluorophenyl}amino)ethyl]amino}butanoic acid C(#N)C=1C=C2N(C(N(C=3N=CC(=CC3C2=C(C1)F)F)C(C)C)=O)C1=C(C=C(C=C1F)NCCNCCCC(=O)O)F